C(C)(=O)O[C@@]1(C(OCC=2C(N3CC=4C(=NC=5C=C(C(=C6C5C4[C@H](CC6)[C@H](C=C)NC(C)=O)C)F)C3=CC21)=O)=O)CC (1S,9S)-1-((S)-1-acetamidoallyl)-9-ethyl-5-fluoro-4-methyl-10,13-dioxo-2,3,9,10,13,15-hexahydro-1H,12H-benzo[de]pyrano[3',4':6,7]-indolizino[1,2-b]quinolin-9-yl acetate